benzyl (2S,4S)-1-(2-chloroethyl)-4-fluoropyrrolidine-2-carboxylate ClCCN1[C@@H](C[C@@H](C1)F)C(=O)OCC1=CC=CC=C1